C(CCCCCCCCCCCCCCCCC)C=1C(=C(C=CC1)OCC)CCO octadecylhydroxyethyl-phenetole